N,N-bis(2-methoxyethyl)-5-(4,4,5,5-tetramethyl-1,3,2-dioxaborolan-2-yl)pyrimidin-2-amine COCCN(C1=NC=C(C=N1)B1OC(C(O1)(C)C)(C)C)CCOC